6-chloro-3-methyl-2-((R)-1-((S)-5-methyl-1,4-diazepan-1-yl)butyl)quinazolin-4(3H)-one ClC=1C=C2C(N(C(=NC2=CC1)[C@@H](CCC)N1CCN[C@H](CC1)C)C)=O